C(C)(C)(C)OC(=O)NCCCCC#CC1=NC(=CC=C1S(=O)(=O)N1[C@@H](CCC1)C(=O)OC(C)(C)C)C tert-Butyl ((2-(6-((tert-butoxycarbonyl)amino)hex-1-yn-1-yl)-6-methylpyridin-3-yl)sulfonyl)-L-prolinate